O[C@@H]1C[C@H](N(C1)C([C@H](C(C)(C)C)NC(=O)C1CC2(CC(C2)C(=O)O)C1)=O)C(NCC1=CC=C(C=C1)C1=C(N=CS1)C)=O 6-[[(2S)-1-[(2S,4R)-4-hydroxy-2-([[4-(4-methyl-1,3-thiazol-5-yl)phenyl]methyl]-carbamoyl)pyrrolidin-1-yl]-3,3-dimethyl-1-oxobutan-2-yl]carbamoyl]spiro[3.3]heptane-2-carboxylic acid